tert-butyl (S)-4-(5-(((S)-1-((2-(1-acetylpiperidin-4-yl) quinolin-6-yl) methyl) pyrrolidin-3-yl) oxy)-1-oxoisoindolin-2-yl)-5-amino-5-oxopentanoate C(C)(=O)N1CCC(CC1)C1=NC2=CC=C(C=C2C=C1)CN1C[C@H](CC1)OC=1C=C2CN(C(C2=CC1)=O)[C@@H](CCC(=O)OC(C)(C)C)C(=O)N